tert-Butyl N-[3-[4-[[1-[(4aR,8aS)-3-oxo-4,4a,5,7,8,8a-hexahydropyrido[4,3-b][1,4]oxazine-6-carbonyl]-4-piperidylidene]-phenyl-methyl]phenyl]prop-2-ynyl]carbamate O=C1N[C@H]2[C@@H](OC1)CCN(C2)C(=O)N2CCC(CC2)=C(C2=CC=C(C=C2)C#CCNC(OC(C)(C)C)=O)C2=CC=CC=C2